ClC=1C=C(C=CC1F)N(C(=O)[C@H]1N(C[C@H](C1)C(=O)NCCO)C1=NC(=CC(=C1)C(F)(F)F)C)C (2s,4s)-N2-(3-chloro-4-fluorophenyl)-N4-(2-hydroxyethyl)-N2-methyl-1-[6-methyl-4-(trifluoromethyl)pyridin-2-yl]Pyrrolidine-2,4-dicarboxamide